C(C1=CC=CC=C1)(=O)O[C@H]1[C@@H](N(C1)C=1N=C(C2=C(N1)CCC2)C=2C=C1C=CN=C(C1=CC2)N(C(=O)OC(C)(C)C)C(=O)OC(C)(C)C)C [(2S,3R)-1-[4-[1-[bis(tert-butoxycarbonyl)amino]-6-isoquinolyl]-6,7-dihydro-5H-cyclopenta[d]pyrimidin-2-yl]-2-methyl-azetidin-3-yl] benzoate